N-[1-[5-[4-amino-2-(tert-butylsulfamoyl)phenyl]thiazol-2-yl]-4-bicyclo[2.2.2]octanyl]carbamic acid isopropyl ester C(C)(C)OC(NC12CCC(CC1)(CC2)C=2SC(=CN2)C2=C(C=C(C=C2)N)S(NC(C)(C)C)(=O)=O)=O